(S)-4-(4-(5-(1-amino-1,3-dihydrospiro[indene-2,4'-piperidine]-1'-yl)-6-(hydroxymethyl)pyrazin-2-yl)but-3-yn-1-yl)benzamide N[C@@H]1C2=CC=CC=C2CC12CCN(CC2)C=2N=CC(=NC2CO)C#CCCC2=CC=C(C(=O)N)C=C2